benzyl N-[(1S)-1-[5-(methoxymethyl)-1,2,4-oxadiazol-3-yl]-2,2-dimethylpropyl]carbamate COCC1=NC(=NO1)[C@H](C(C)(C)C)NC(OCC1=CC=CC=C1)=O